N-(6-((6-(5-chloro-2-fluorophenyl)-3-(hydroxymethyl)pyridazin-4-yl)amino)pyrimidin-4-yl)-2-(4-methyl-1,4-diazepan-1-yl)acetamide ClC=1C=CC(=C(C1)C1=CC(=C(N=N1)CO)NC1=CC(=NC=N1)NC(CN1CCN(CCC1)C)=O)F